BrC=1N=C(C(=NC1)N(C(OC(C)(C)C)=O)C1=CC=C(C=C1)C(F)(F)F)C#N tert-butyl N-(5-bromo-3-cyano-pyrazin-2-yl)-N-[4-(trifluoromethyl) phenyl]Carbamate